2,3,5-triphenyl-Tetrazolium Chloride [Cl-].C1(=CC=CC=C1)N1[NH2+]C(=NN1C1=CC=CC=C1)C1=CC=CC=C1